FC(CN(C(C1=C(C=CC(=C1)F)C1=C2C=NN(C2=CC(=C1)C1CN(C1)C[C@H]1OC[C@@H](CC1)NS(=O)(=O)CC)C)=O)C(C)C)F N-(2,2-difluoroethyl)-2-[6-(1-{[(2S,5R)-5-ethylsulfonylaminooxan-2-yl]methyl}azetidin-3-yl)-1-methyl-1H-indazole-4-yl]-5-fluoro-N-(isopropyl)benzamide